FC=1C=C(C=C(C1)C(F)(F)F)C1(CC2C(N(OC2(C)C)C)C(C1)C)C 5-(3-Fluoro-5-(trifluoromethyl)phenyl)-1,3,3,5,7-pentamethyloctahydrobenzo[c]isoxazol